OC=1C(C(=CN2C[C@@H]3N(C(C21)=O)[C@H]2CC[C@@H]3C2)C(=O)NCC2=C(C(=C(C=C2)F)F)F)=O (1R,4S,12aR)-7-hydroxy-6,8-dioxo-N-(2,3,4-trifluorobenzyl)-1,2,3,4,6,8,12,12a-octahydro-1,4-methanodipyrido[1,2-a:1',2'-d]pyrazine-9-carboxamide